C(C)(C)(C)C=1C=C(COP(O)(O)=O)C=C(C1O)C(C)(C)C 3,5-di-tert-butyl-4-hydroxy-benzyl-phosphoric acid